N1(C=CN(C=C1)CCCC(CCN(C)C)NCCC[Si](OC)(OC)OC)CCCC(CCN(C)C)NCCC[Si](OC)(OC)OC 1-(pyrazine-1,4-diylbis(propane-3,1-diyl))bis(N3,N3-dimethyl-N1-(3-(trimethoxysilyl)propyl)propane-1,3-diamine)